ClC=1C=C(C=CC1F)NC1=NC(=NC(=N1)N1CCOCC1)NC=1C=C(C=CC1)C(C)=O 1-{3-[4-(3-Chloro-4-fluorophenylamino)-6-morpholin-4-yl-[1,3,5]triazin-2-ylamino]-phenyl}-ethanone